1-Cyano-cyclopropanecarboxylic acid [4-methoxy-7-(1-methyl-1H-pyrazol-4-yl)-thiazolo[4,5-c]pyridin-2-yl]-amide COC1=NC=C(C2=C1N=C(S2)NC(=O)C2(CC2)C#N)C=2C=NN(C2)C